CC1(CCN(CC1)C1=CC=C(C=C1)N1C=CC2=CC(=C(C(=C12)F)O)F)C 1-(4-(4,4-Dimethylpiperidin-1-yl)phenyl)-5,7-difluoro-1H-indol-6-ol